di(n-hexyl)magnesium C(CCCCC)[Mg]CCCCCC